4-[(2,6-difluorophenyl)methyl]-2-(4-hydroxyphenyl)-1,2,4-triazole FC1=C(C(=CC=C1)F)CN1CN(N=C1)C1=CC=C(C=C1)O